C(#C)C=1C(=CC=C2C=C(C=C(C12)C1=C(C=2N=C(N=C(C2C=N1)N1CC2(CC(N2)=O)CCC1)OC[C@]12CCCN2C[C@@H](C1)F)F)O)F 6-(7-(8-ethynyl-7-fluoro-3-hydroxynaphthalen-1-yl)-8-fluoro-2-(((2R,7aS)-2-fluorohexahydro-1H-pyrrolizin-7a-yl)methoxy)pyrido[4,3-d]pyrimidin-4-yl)-1,6-diazaspiro[3.5]nonan-2-one